6-chloro-3-(2,2-difluoroethoxy)-N-phenethylpyridazin-4-amine ClC1=CC(=C(N=N1)OCC(F)F)NCCC1=CC=CC=C1